2-((2-methylpyridin-3-yl)amino)-4-(trifluoromethoxy)benzonitrile CC1=NC=CC=C1NC1=C(C#N)C=CC(=C1)OC(F)(F)F